{7-[(4-hydroxytetrahydrofuran-3-yl)methyl]-6,7,8,9-tetrahydro-3H-pyrrolo[3,2-f]isoquinolin-2-yl}methanone Methyl-2-chloro-6-methoxy-4-(((methylsulfonyl)oxy)methyl)benzoate COC(C1=C(C=C(C=C1OC)COS(=O)(=O)C)Cl)=O.OC1C(COC1)CN1CC2=CC=C3C(=C2CC1)C=C(N3)C=O